2-(4-Chlorophenoxy)-N-((1R,5S)-8-(3-(4-chlorophenoxy)propyl)-8-azabicyclo[3.2.1]octan-3-yl)acetamid ClC1=CC=C(OCC(=O)NC2C[C@H]3CC[C@@H](C2)N3CCCOC3=CC=C(C=C3)Cl)C=C1